ICCC[Si](OC)(OC)C iodopropyl-methyl-dimethoxysilane